COCC1=NN=C(O1)[C@H](C(C)(C)C)NC(OC(C)(C)C)=O tert-butyl (S)-(1-(5-(methoxymethyl)-1,3,4-oxadiazol-2-yl)-2,2-dimethylpropyl)carbamate